NC=1C=C(C(=C2CCC(C(C12)=O)NC(C)=O)C)F N-(8-Amino-6-fluoro-1,2,3,4-tetrahydro-5-methyl-1-oxo-2-naphthalenyl)acetamide